C(C)(=O)C=1C(=NC(=CC1)N1C=NC2=C1C=CC(=C2)NC2=NC=C(N=C2)C)N2N=C(C=C2C)C#N 1-[3-acetyl-6-[5-[(5-methylpyrazin-2-yl)amino]benzimidazol-1-yl]-2-pyridyl]-5-methyl-pyrazole-3-carbonitrile